Tert-butyl ((S)-1-((2S,4R)-2-(((S)-1-(4-ethynylphenyl)ethyl)carbamoyl)-4-hydroxypyrrolidin-1-yl)-3-hydroxy-3-methyl-1-oxobutan-2-yl)carbamate C(#C)C1=CC=C(C=C1)[C@H](C)NC(=O)[C@H]1N(C[C@@H](C1)O)C([C@H](C(C)(C)O)NC(OC(C)(C)C)=O)=O